C1(=CC(=CC=C1)C1=NC(=NC(=N1)C=1C=C(C=CC1)C1=CC=CC=C1)C=1C=C(C=CC1)C1=CC=CC=C1)C1=CC=CC=C1 2,4,6-tris(3-biphenylyl)-1,3,5-triazine